Cl.S1C(=NC2=C1C=CC=C2)[C@@H]2C[C@H](CN2)O (3R,5S)-5-(benzo[d]thiazol-2-yl)pyrrolidin-3-ol hydrochloride